N=1C=NC2=NC=C(CC21)C#N imidazo[4,5-b]pyridine-6-carbonitrile